2'-(5-Fluoro-2-((5-(1-methylpiperidin-4-yl)pyridin-2-yl)amino)pyrimidin-4-yl)-5'-methyl-5',6'-dihydro-4'H-spiro[cyclopentane-1,7'-thieno[3,2-c]pyridin]-4'-one FC=1C(=NC(=NC1)NC1=NC=C(C=C1)C1CCN(CC1)C)C1=CC=2C(N(CC3(C2S1)CCCC3)C)=O